3-fluoro-5-(1-(4-fluorophenyl)-1H-pyrazol-4-yl)aniline FC=1C=C(N)C=C(C1)C=1C=NN(C1)C1=CC=C(C=C1)F